4-bromo-3-methyl-1H-pyrazole BrC=1C(=NNC1)C